[Na+].SCCCS(=O)(=O)[O-] 3-mercaptopropane-1-sulfonic acid sodium salt